tert-butyl 7-[[2-[4-(4-chlorophenyl)-5-(4-pyridyl)imidazol-1-yl]acetyl]amino]-5-oxa-2-azaspiro[3.4]octane-2-carboxylate ClC1=CC=C(C=C1)C=1N=CN(C1C1=CC=NC=C1)CC(=O)NC1COC2(CN(C2)C(=O)OC(C)(C)C)C1